C(C)(C)OC(C=CC=O)=O 4-oxobut-2-enoic acid isopropyl ester